8-(cyclopropylmethyl)-7-oxo-2-((1,2,3,4-tetrahydroisoquinolin-6-yl)amino)-7,8-dihydropyrido[2,3-d]pyrimidine-6-carbonitrile C1(CC1)CN1C(C(=CC2=C1N=C(N=C2)NC=2C=C1CCNCC1=CC2)C#N)=O